O=C(C(=O)O)CC(C)C.O=C(C(=O)O)CC(C)C ketoisocaproic acid (2-ketoisocaproate)